1-(4-(1-(2,6-dichlorophenyl)azetidin-3-yl)-2,6-dimethylbenzyl)-2,2-dimethylpiperidine-4-carboxylic acid ClC1=C(C(=CC=C1)Cl)N1CC(C1)C1=CC(=C(CN2C(CC(CC2)C(=O)O)(C)C)C(=C1)C)C